Methyl-1-methyl-4-(1-methylimidazole-2-amido)pyrrole CC=1N(C=C(C1)NC(=O)C=1N(C=CN1)C)C